1-vinylpyrrolidine-2,5-dione C(=C)N1C(CCC1=O)=O